The molecule is the acetate ester formed between acetic acid and ethanol. It has a role as a polar aprotic solvent, an EC 3.4.19.3 (pyroglutamyl-peptidase I) inhibitor, a metabolite and a Saccharomyces cerevisiae metabolite. It is an acetate ester, an ethyl ester and a volatile organic compound. CCOC(=O)C